NC1=C2N=CN(C2=NC=N1)[C@@H]1[C@@H]([C@@H]([C@H](O1)C(=O)NCC)O)O (2S,3S,4R,5S)-5-(6-amino-9H-purin-9-yl)-N-ethyl-3,4-dihydroxytetrahydrofuran-2-carboxamide